2-[3-hydroxy-6-(3-hydroxypropyl)cyclohexyl]-5-(2-methyloct-2-yl)phenolate OC1CC(C(CC1)CCCO)C1=C(C=C(C=C1)C(C)(CCCCCC)C)[O-]